2-[(E)-2-(4-Chloro-3-nitrophenyl)ethenyl]-1,1-dimethyl-1H-benzo[e]indole ClC1=C(C=C(C=C1)/C=C/C1=NC=2C=CC3=C(C2C1(C)C)C=CC=C3)[N+](=O)[O-]